1-[(3R)-3-[5-(phenylsulfanyl)-2H-indazol-2-yl]piperidin-1-yl]prop-2-en-1-one C1(=CC=CC=C1)SC1=CC2=CN(N=C2C=C1)[C@H]1CN(CCC1)C(C=C)=O